4-allyloxy-4'-hydroxybiphenyl C(C=C)OC1=CC=C(C=C1)C1=CC=C(C=C1)O